ClC1=CC(=NC(=N1)N1N=C(C=C1)C)NC1CCC(CC1)(F)F 6-chloro-N-(4,4-difluorocyclohexyl)-2-(3-methyl-1H-pyrazol-1-yl)pyrimidin-4-amine